3-bromo-4-chloro-2-methylphenoxy(tert-butyl)dimethylsilane BrC=1C(=C(O[Si](C)(C)C(C)(C)C)C=CC1Cl)C